3-(((5-(5-((1R,5S,6r)-6-(1H-1,2,3-triazol-5-yl)-3-azabicyclo[3.1.0]hexan-3-yl)-1,3,4-oxadiazol-2-yl)pyrimidin-2-yl)amino)methyl)benzonitrile N1N=NC=C1C1[C@H]2CN(C[C@@H]12)C1=NN=C(O1)C=1C=NC(=NC1)NCC=1C=C(C#N)C=CC1